N1CC(C1)C(=O)N1CC=2N(CC1)N=C(N2)C(F)(F)F azetidin-3-yl-(2-(trifluoromethyl)-5,6-dihydro-[1,2,4]triazolo[1,5-a]pyrazin-7(8H)-yl)methanone